1-methyl-N-[(3S)-1,1,3-trimethyl-2,3-dihydro-1H-inden-4-yl]-1H-pyrazole-4-carboxamide CN1N=CC(=C1)C(=O)NC1=C2[C@H](CC(C2=CC=C1)(C)C)C